3'-methyl-[1,1'-biphenyl]-4-carboxylic acid methyl ester COC(=O)C1=CC=C(C=C1)C1=CC(=CC=C1)C